[Ni].P.[Pd] palladium phosphine nickel